dimethyl-(n-propylcyclopentadienyl)(pentamethylcyclopentadienyl)zirconium C[Zr](C1(C(=C(C(=C1C)C)C)C)C)(C1(C=CC=C1)CCC)C